5-Nitrothiazole-3-carboxylic acid [N+](=O)([O-])C1=CN(CS1)C(=O)O